CN1C=2C(NC(=NC2NC[C@H]1CNC1=CC=C(C(N[C@@H](CCC(=O)O)C(=O)O)=O)C=C1)N)=O (6R)-5-methyl-tetrahydrofolic acid